1-adamantyltrimethylammonium C12(CC3CC(CC(C1)C3)C2)[N+](C)(C)C